C1(=CC=CC=C1)C=1NCCN1 2-phenyl-2-imidazoline